nitrogen (3-trimethoxysilylpropyl)undecanoic acid amide CO[Si](CCCC(C(=O)N)CCCCCCCCC)(OC)OC.[N]